(8aR)-2-(5-cyclopropyl-1,3,4-oxadiazol-2-yl)-3-(3-methyl-2-pyridyl)-3,5,6,7,8,8a-hexahydroimidazo[1,5-a]pyridin-1-one C1(CC1)C1=NN=C(O1)N1C(N2[C@H](CCCC2)C1=O)C1=NC=CC=C1C